[O-]S(=O)(=O)C(F)(F)F.C(CCCC)[N+]1=CC(=CC=C1)CCCC 1-Pentyl-3-butylpyridinium triflat